O1CCN(CC1)C1=CC=C(NC=2C(=NC=C(N2)NCC#C)C(=O)N)C=C1 3-(4-morpholinoanilino)-5-(prop-2-ynylamino)pyrazine-2-carboxamide